ClC1=CC=C(C(=O)C2=C(C(=C3C=CC=CN23)N2C(C=CC=C2)=O)C2=CC=C(C=C2)Cl)C=C1 (3-(4-chlorobenzoyl)-2-(4-chlorophenyl)indolizin-1-yl)pyridin-2(1H)-one